5-amino-1,3,4-thiadiazol-2(3H)-one NC1=NNC(S1)=O